2-((2,4-difluoro)benzyl)amino-4-methyl-5-acetylthiazole FC1=C(CNC=2SC(=C(N2)C)C(C)=O)C=CC(=C1)F